N-[(2S)-1-({(2S)-1-[(3S)-1-acetyl-2-oxopyrrolidin-3-yl]-4-hydroxy-3-oxobutan-2-yl}amino)-4-methyl-1-oxopentan-2-yl]-4-methoxy-1H-indole-2-carboxamide C(C)(=O)N1C([C@@H](CC1)C[C@@H](C(CO)=O)NC([C@H](CC(C)C)NC(=O)C=1NC2=CC=CC(=C2C1)OC)=O)=O